C(C)(C)(C)OC(=O)N1[C@@H](C[C@@](CC1)(C(=O)OC(C)(C)C)CC1=NC(=CC(=C1F)C(C)(C)O)Br)C di-tert-butyl-(2R,4R)-4-((6-bromo-3-fluoro-4-(2-hydroxypropan-2-yl) pyridin-2-yl) methyl)-2-methylpiperidine-1,4-dicarboxylate